gamma-amino-beta-hydroxybutyric acid NCC(CC(=O)O)O